CN(C1CN(C1)C(=O)C=1C=NC(=CC1NC(C)C)NC1=NC(=NC=C1)N1C[C@H]([C@H](CC1)OC)F)C (3-(dimethylamino)azetidin-1-yl)(6-((2-(cis-3-fluoro-4-methoxypiperidin-1-yl)pyrimidin-4-yl)amino)-4-(isopropylamino)pyridin-3-yl)methanone